N-[(1R,3S)-3-{[6-fluoro-2-(trifluoromethyl)quinolin-4-yl]amino}cyclohexyl]-1H-indole-3-carboxamide FC=1C=C2C(=CC(=NC2=CC1)C(F)(F)F)N[C@@H]1C[C@@H](CCC1)NC(=O)C1=CNC2=CC=CC=C12